[C@@H]1([C@H](O)[C@H](O)[C@@H](O)[C@@H](O1)C)O[C@@H]1[C@H]([C@@H](O[C@@H]([C@H]1O)CO)O[C@@H](C=O)[C@H](O)[C@@H](O)[C@@H](O)C)N α-L-Rhamnopyranosyl-(1→3)-2-amino-2-deoxy-β-D-glucopyranosyl-(1→2)-L-rhamnose